BrC1=CC=C(S1)CNC12CC3CC(CC(C1)C3)C2 5-bromo-N-tricyclo[3.3.1.13,7]dec-1-yl-2-thiophenemethanamine